1-tert-butyl-N-[(1r,3s)-3-{[6-chloro-2-(trifluoromethyl)quinolin-4-yl]amino}cyclohexyl]-1H-pyrazole-4-carboxamide C(C)(C)(C)N1N=CC(=C1)C(=O)N[C@H]1C[C@H](CCC1)NC1=CC(=NC2=CC=C(C=C12)Cl)C(F)(F)F